NC1=NC=CC=C1C1=NC=2C(=NC(=CC2)C2=CC=CC=C2)N1C1=CC(=C(C=C1)C(C)NC1CC(CC1)C(=O)OC)F methyl 3-((1-(4-(2-(2-aminopyridin-3-yl)-5-phenyl-3H-imidazo[4,5-b]pyridin-3-yl)-2-fluorophenyl)ethyl)amino)cyclopentane-1-carboxylate